C(C)OCOC1=C(C=CC(=C1)C(F)(F)F)C1=NN=C(C=2CCCCC12)NC1CC(C1)(O)C (cis)-3-((4-(2-(ethoxymethoxy)-4-(trifluoromethyl)phenyl)-5,6,7,8-tetrahydrophthalazin-1-yl)amino)-1-methylcyclobutan-1-ol